FC1=C(C(=C(C(=C1[B-](C1=C(C(=C(C(=C1F)F)F)F)F)(C1=C(C(=C(C(=C1F)F)F)F)F)C1=C(C(=C(C(=C1F)F)F)F)F)F)F)F)F.C1(=C(C=CC=C1)CC(C)(C1=CC=CC=C1)I)C tolylcumyl iodide tetrakis(pentafluorophenyl)borate